1,1-BIS(2-PHENYLETHOXY)ETHANE C1(=CC=CC=C1)CCOC(C)OCCC1=CC=CC=C1